C(=CCCCC)C[SiH](OC)OC 1-hexenylmethyldimethoxysilane